2-(2,6-dioxopiperidin-3-yl)-5-(((cis-3-(4-(7-(4-methylpiperazin-1-yl)quinoxalin-2-yl)-1H-pyrazol-1-yl)cyclobutyl)methyl)amino)isoindoline-1,3-dione O=C1NC(CCC1N1C(C2=CC=C(C=C2C1=O)NC[C@@H]1C[C@@H](C1)N1N=CC(=C1)C1=NC2=CC(=CC=C2N=C1)N1CCN(CC1)C)=O)=O